Deoxymorphine C1=CC=C2C=3[C@@]45[C@@H](O2)[C@@H](O)C=C[C@H]4[C@@H](CC13)N(C)CC5